tert-butyl 3-([4-[(R)-(4,5-dichloro-2-hydroxyphenyl)[(2-methylpropane-2-sulfinyl)amino]methyl]piperidin-1-yl]sulfonyl)pyrrolidine-1-carboxylate ClC1=CC(=C(C=C1Cl)[C@@H](C1CCN(CC1)S(=O)(=O)C1CN(CC1)C(=O)OC(C)(C)C)NS(=O)C(C)(C)C)O